C1(CC1)N(C(CN1N=CC2=NC=C(C=C21)C2=CC(=C(C=C2)F)C(F)F)=O)C N-Cyclopropyl-2-[6-[3-(difluoromethyl)-4-fluoro-phenyl]pyrazolo[4,3-b]pyridin-1-yl]-N-methyl-acetamide